C1(CC1)C1=NC=NC(=C1C1=NC=C(C(=N1)O[C@H](C)C1=CC=C(C=C1)C=1N(C=C(N1)C(F)(F)F)C)OC)OC |r| Racemic-2-(4-cyclopropyl-6-methoxy-pyrimidin-5-yl)-5-methoxy-4-[1-[4-[1-methyl-4-(trifluoromethyl)imidazol-2-yl]phenyl]ethoxy]pyrimidine